C(CC1=NNC(=N1)CCC)C1=NNC(=N1)CCC 3,3'-ethylenebis(5-propyl-1H-1,2,4-triazole)